[N+](=O)([O-])C=1C=CC2=C(O[C@@H](CO2)CNC(=O)C=2OC(=CC2)CN2CCN(CC2)C)C1 5-(4-Methyl-piperazin-1-ylmethyl)-furan-2-carboxylic acid ((R)-7-nitro-2,3-dihydro-benzo[1,4]dioxin-2-ylmethyl)-amide